BrC=1C=NC(=NC1)\C(\C)=N/[S@](=O)C(C)(C)C (R,Z)-N-(1-(5-bromopyrimidin-2-yl)ethylidene)-2-methylpropane-2-sulfinamide